C1(=CC=CC=C1)C1=NNC=N1 3-phenyl-[1,2,4]triazol